methyltris(cyclohexylamino)silane C[Si](NC1CCCCC1)(NC1CCCCC1)NC1CCCCC1